C(CCCCCCC\C=C/CCCCCCCC)(=O)OCC(C)C 2-((oleoyloxy)Methyl)propane